1-(2-aminophenyl)prop-2-enol NC1=C(C=CC=C1)C(C=C)O